C[Si]C.[Hf] hafnium dimethylsilicon